cyclododeca-1,5-diene C1=CCCC=CCCCCCC1